5-(5-(3-benzyl-1-((5-fluoropyridin-3-yl)sulfonyl)pyrrolidin-3-yl)-6-methyl-1H-indazol-1-yl)-1-methylpyridin-2(1H)-one C(C1=CC=CC=C1)C1(CN(CC1)S(=O)(=O)C=1C=NC=C(C1)F)C=1C=C2C=NN(C2=CC1C)C=1C=CC(N(C1)C)=O